3-hydroxy-5'-(pyrazin-2-yl)tetrahydro-3'H-spiro[cyclobutane-1,2'-pyrrolo[2,1-b]oxazol]-3'-one OC1CC2(C(N3C(O2)CCC3C3=NC=CN=C3)=O)C1